(2R,3aS,4R,9bR)-8-Hydroxy-4-(4-hydroxy-phenyl)-1,2,3,3a,4,9b-hexahydro-cyclopenta[c]chromene-2-carbonitrile OC1=CC=2[C@H]3[C@@H]([C@@H](OC2C=C1)C1=CC=C(C=C1)O)C[C@@H](C3)C#N